(R)-(3,3-difluorocyclobutyl)(6-(6-quinoxalinyl)thieno[2,3-b]pyridin-2-yl)methanol FC1(CC(C1)[C@@H](O)C1=CC=2C(=NC(=CC2)C=2C=C3N=CC=NC3=CC2)S1)F